O=C1NC(CCC1N1C(C2=CC=CC(=C2C1)C#CCCCCCCCCC(=O)O)=O)=O 11-(2-(2,6-dioxopiperidin-3-yl)-1-oxoisoindolin-4-yl)undec-10-ynoic acid